NC1=NC2=CC(=CC=C2C=C1Br)CC[C@]1(C[C@H]([C@@H]([C@@]1(O)C)O)N1C=CC2=C1N=CN=C2N)C (1R,2S,3R,5S)-5-(2-(2-amino-3-bromoquinolin-7-yl)ethyl)-3-(4-amino-7H-pyrrolo[2,3-d]pyrimidin-7-yl)-1,5-dimethylcyclopentane-1,2-diol